2-(6-(pyrrolidin-1-yl)pyridin-3-yl)-6,7-dihydrothiazolo[5,4-c]pyridin-4(5H)-one N1(CCCC1)C1=CC=C(C=N1)C=1SC=2C(NCCC2N1)=O